BrC(CC(=O)Cl)(F)F 3-bromo-3,3-difluoropropionyl chloride